OC1=C(C=CC=C1)C1NC2=CC=CC=C2C(N1)=O 2-(2-hydroxyphenyl)-2,3-dihydroquinazolin-4(1H)-one